tert-butyl (2R,5S)-5-((3-oxa-8-azabicyclo[3.2.1]octan-8-yl) methyl)-4-benzyl-2-methylpiperazine-1-carboxylate C12COCC(CC1)N2C[C@@H]2N(C[C@H](N(C2)C(=O)OC(C)(C)C)C)CC2=CC=CC=C2